The molecule is a sphingomyelin obtained by formal condensation of the carboxy group of hexacosanoic acid with the amino group of 14-methylhexadecasphinganine-1-phosphocholine. It is a metabolite of the nematode Caenorhabditis elegans. It has a role as a Caenorhabditis elegans metabolite. It derives from a hexacosanoic acid. CCCCCCCCCCCCCCCCCCCCCCCCCC(=O)N[C@@H](COP(=O)([O-])OCC[N+](C)(C)C)[C@@H](CCCCCCCCCCC(C)CC)O